C1(CC1)C1=CC=C2CN(C(C2=C1F)=O)C1C(NC(CC1)=O)=O 3-(6-cyclopropyl-7-fluoro-1-oxoisoindolin-2-yl)piperidine-2,6-dione